CC1=CC=C(C=C1)C#CS(=O)(=O)C1=CC=CC=C1 1-methyl-4-[(phenylsulfonyl)ethynyl]benzene